N-(1-hydroxy-ethyl)-hexahydro-1H-azepin-one OC(C)N1C(CCCCC1)=O